BrC1=CN=CC2=C1OCCN2 8-bromo-2h,3h,4h-pyrido[4,3-b][1,4]oxazine